2-(p-chlorophenyl)-4-methyl-1,2-dihydro-2,3,1-benzodiazaborinin-1-ol ClC1=CC=C(C=C1)N1B(C2=C(C(=N1)C)C=CC=C2)O